3-fluoro-4-(4,4,5,5-tetramethyl-1,3,2-dioxaborolan-2-yl)-1-(2,2,2-trifluoroethyl)pyridin-2-one FC=1C(N(C=CC1B1OC(C(O1)(C)C)(C)C)CC(F)(F)F)=O